C(C=C)(=O)N1CCN(CC1)C1=C(C(N(C2=NC(=C(C=C12)Cl)C1=C(C(=CC(=C1F)Cl)Cl)N)C=1C(=NC=CC1C)C(C)C)=O)C#N 4-(4-acryloylpiperazin-1-yl)-7-(2-amino-3,5-dichloro-6-fluorophenyl)-6-chloro-1-(2-isopropyl-4-methylpyridin-3-yl)-2-oxo-1,2-dihydro-1,8-naphthyridine-3-carbonitrile